CC1=CC(CC(O1)=O)=O 6-Methyl-pyran-2,4-dion